C(C)(=O)N[C@H]1C[C@H](CCC1)C(=O)NC1=NC=C(C(=C1)C1=CC2=C(N(N=C2C(=C1)F)C)C(CO)C)Cl (1S,3R)-3-acetamido-N-(5-chloro-4-(7-fluoro-3-(1-hydroxypropan-2-yl)-2-methyl-2H-indazol-5-yl)pyridin-2-yl)cyclohexane-1-carboxamide